CNC(CCSC1C(CCC(C1)=C(C)C)C)=O N-methyl-3-((2-methyl-5-(propan-2-ylidene)cyclohexyl)thio)propanamide